Cl.C(C([2H])[2H])#N Acetonitrile-d2 Hydrochloride